5-[2-(4-carboxyphenylamino)vinyl]-4-methoxycarbonyl-3-phenylisoxazole C(=O)(O)C1=CC=C(C=C1)NC=CC1=C(C(=NO1)C1=CC=CC=C1)C(=O)OC